(S)-N-1-(4-fluorophenyl)ethyl-2-(4-oxothieno[2,3-d][1,2,3]triazin-3(4H)yl)acetamide FC1=CC=C(C=C1)[C@H](C)NC(CN1N=NC2=C(C1=O)C=CS2)=O